2-(3-chlorophenyl)-N-(1H-pyrazol-4-yl)cyclopropane-1-carboxamide ClC=1C=C(C=CC1)C1C(C1)C(=O)NC=1C=NNC1